NC1=NC=NC=2C3=C(CC(C12)(C)C)C(=C(C=C3)O[C@@H]3CC[C@H](CC3)N)N(CC#N)C 2-[[4-amino-8-(trans-4-aminocyclohexoxy)-5,5-dimethyl-6H-benzo[h]quinazolin-7-yl]-methyl-amino]acetonitrile